C(CCC(=O)[O-])(=O)OC=CCCCCCCCCCC.[Na+] Sodium dodecenyl succinate